C(C1=CN=CC=C1)(=O)OC1=C(C(=CC(=C1)Br)C=NC1=CC=C(C=C1)CN(CC)CC)O 5-bromo-3-((4-((di-ethylamino)methyl)phenylimino)methyl)-2-hydroxyphenyl nicotinate